(R)-(6-(4-(2-(cyclopropylmethoxy)phenyl)piperidin-1-yl)-2-azaspiro[3.4]oct-2-yl)(1-fluorocyclopropyl)methanone C1(CC1)COC1=C(C=CC=C1)C1CCN(CC1)[C@H]1CC2(CN(C2)C(=O)C2(CC2)F)CC1